C(CCCCCCC)(=O)O.OCC(O)CO.OCC(O)CO diglycerol monooctanate